Racemic-3-(isoquinolin-4-yl)-1-neopentyl-2-oxoimidazolidine-4-carbonitrile C1=NC=C(C2=CC=CC=C12)N1C(N(C[C@@H]1C#N)CC(C)(C)C)=O |r|